O=C(CCC)N[C@@H](CS)C(=O)O N-(1-oxobutyl)-L-cysteine